OCC(NC(C=C)=O)(CO)CO N-(Tris(hydroxymethyl)methyl)-acrylamid